6-{[2-Chloro-4-fluoro-5-(7-morpholin-4-yl-quinazolin-4-yl)phenyl]-hydroxymethyl}-pyridazine-3-carboxylic acid amide ClC1=C(C=C(C(=C1)F)C1=NC=NC2=CC(=CC=C12)N1CCOCC1)C(C1=CC=C(N=N1)C(=O)N)O